(S)-3,3,3-trifluoro-2-methoxy-2-phenylpropionyl chloride FC([C@](C(=O)Cl)(C1=CC=CC=C1)OC)(F)F